C(C1=CC=CC=C1)OCC1CCN(CC1)C=1C=CC(=NC1)C(=O)O 5-{4-[(benzyloxy)methyl]piperidin-1-yl}pyridine-2-carboxylic acid